FC1=C(C=CC=C1)CN1N=C(N=C1)C(=O)N[C@H]1C(N(C=2N(CC1)N=C(C2)CCOCC)C)=O 1-[(2-fluorophenyl)methyl]-N-[(6R)-2-(2-ethoxyethyl)-4-methyl-5-oxo-7,8-dihydro-6H-pyrazolo[1,5-a][1,3]diazepin-6-yl]-1,2,4-triazole-3-carboxamide